C1(=CC=CC=C1)C#CC1=C(C=O)C=C(C=C1)C(F)(F)F 2-(phenylethynyl)-5-trifluoromethyl-benzaldehyde